2-((3R,5R,6S)-5-(3-Chlorophenyl)-6-(4-chlorophenyl)-1-((S)-1-(3,3-dimethyl-1,1-dioxidobenzo[d]isothiazol-2(3H)-yl)butan-2-yl)-3-methyl-2-oxopiperidin-3-yl)acetic Acid ClC=1C=C(C=CC1)[C@H]1C[C@](C(N([C@@H]1C1=CC=C(C=C1)Cl)[C@H](CN1S(C2=C(C1(C)C)C=CC=C2)(=O)=O)CC)=O)(C)CC(=O)O